6-cyclopropyl-5-(5-fluoro-2-hydroxyphenyl)pyridine-2-carbonitrile C1(CC1)C1=C(C=CC(=N1)C#N)C1=C(C=CC(=C1)F)O